2-(4-(((6-(cyclopropyl(4-(trifluoromethyl)benzyl)amino)-5-fluoropyrimidin-4-yl)amino)methyl)-3-hydroxy-3-methylpiperidin-1-yl)acetamide C1(CC1)N(C1=C(C(=NC=N1)NCC1C(CN(CC1)CC(=O)N)(C)O)F)CC1=CC=C(C=C1)C(F)(F)F